O=C1C(CN(CCC1)C(=O)OCC1=CC=CC=C1)C(=O)[O-] 1-benzyl 4-oxo-azepane-1,3-dicarboxylate